CN1CCC(CC1)C(=O)NC=1C=C2C(=NC1)NC=C2C2=CC=C1C(CC3(CCN(CC3)C)C1=C2)=O 1-methyl-N-(3-(1'-methyl-3-oxo-2,3-dihydrospiro[indene-1,4'-piperidin]-6-yl)-1H-pyrrolo[2,3-b]pyridin-5-yl)piperidine-4-carboxamide